fluoro-1,4-diazepane FN1CCNCCC1